C1(CC1)C=1C(=CC=2N(N1)C(=CN2)C2=C(C=C(C(=N2)N[C@H]2CN(CCC2)C(=O)OC(C)(C)C)C(NC)=O)F)OC tert-butyl (R)-3-((6-(6-cyclopropyl-7-methoxyimidazo[1,2-b]pyridazin-3-yl)-5-fluoro-3-(methylcarbamoyl)pyridin-2-yl)amino)piperidine-1-carboxylate